3-({[(1S)-6-[(2-methylphenyl)thio]-1,2,3,4-tetrahydronaphthalen-1-yl]methyl}amino)pyridine-4-carboxylic acid methyl ester COC(=O)C1=C(C=NC=C1)NC[C@H]1CCCC2=CC(=CC=C12)SC1=C(C=CC=C1)C